2-palmitoyl-sn-glycero-3-phosphocholine C(CCCCCCCCCCCCCCC)(=O)O[C@H](CO)COP(=O)([O-])OCC[N+](C)(C)C